COC1=C(C=CC(=C1)C(F)(F)F)C1NCCCC1 2-(2-methoxy-4-(trifluoromethyl)phenyl)piperidine